3-(3-(5-methyl-6-oxo-5,7-diazaspiro[3.4]octan-7-yl)piperidin-1-yl)-1,2,4-triazine-6-carboxamide CN1C2(CCC2)CN(C1=O)C1CN(CCC1)C=1N=NC(=CN1)C(=O)N